CC(C)(C)N(CCO)CCO tert-butyldiethanolamine